[4-[[3-(2,3-difluoro-4-methoxyphenyl)imidazo[1,2-a]pyrazin-8-yl]amino]-2-methylphenyl]-[4-[(3R)-3-[(1R)-1-hydroxyethyl]piperazine-1-carbonyl]piperidin-1-yl]methanone FC1=C(C=CC(=C1F)OC)C1=CN=C2N1C=CN=C2NC2=CC(=C(C=C2)C(=O)N2CCC(CC2)C(=O)N2C[C@@H](NCC2)[C@@H](C)O)C